N-(cis-2-((6-chloropyridin-3-yl)methyl)piperidin-3-yl)methanesulfonamide dihydrochloride Cl.Cl.ClC1=CC=C(C=N1)C[C@@H]1NCCC[C@@H]1NS(=O)(=O)C